5-[(3aS,4S,6aR)-2-oxo-1H-thieno[3,4-D]imidazol-4-yl]pentanoic acid O=C1NC=2C(N1)=CSC2CCCCC(=O)O